Cl.C1(CCCCC1)=O cyclohexanone hydrochloride